(cis)-3-(2-(2-hydroxypropan-2-yl)-5-(4,4,5,5-tetramethyl-1,3,2-dioxaborolan-2-yl)-7-(trifluoromethyl)-1H-benzo[d]imidazol-1-yl)-1-methylcyclobutan-1-ol OC(C)(C)C1=NC2=C(N1C1CC(C1)(O)C)C(=CC(=C2)B2OC(C(O2)(C)C)(C)C)C(F)(F)F